C1=CC=C(C=2SC3=C(C21)C=CC=C3)C3=C(C=CC(=C3)C3=CC=CC=C3)B(O)O (Dibenzothien-4-yl)-4,1'-Biphenylboronic acid